methyl 5-(4-(6-(2-hydroxyphenyl)pyridazin-4-yl)phenoxy)pentanoate OC1=C(C=CC=C1)C1=CC(=CN=N1)C1=CC=C(OCCCCC(=O)OC)C=C1